1-(5-bromopentyl)-2-nitro-1H-imidazole BrCCCCCN1C(=NC=C1)[N+](=O)[O-]